N-{5-[(1r,3s)-3-methyl-1-(4-methyl-1,2,4-triazol-3-yl)cyclobutyl]pyridin-3-yl}imidazo[1,2-a]pyridine-8-carboxamide CC1CC(C1)(C1=NN=CN1C)C=1C=C(C=NC1)NC(=O)C=1C=2N(C=CC1)C=CN2